trifluoromethyl-4H-thiopyran FC(F)(F)C=1SC=CCC1